N-phenyl-N-[4-(9-phenyl-9H-carbazole-3-yl)phenyl]-spiro-9,9'-bifluorene-2-amine C1(=CC=CC=C1)N(C1=CC=2C3(C4=CC=CC=C4C2C=C1)C1=CC=CC=C1C1=CC=CC=C13)C1=CC=C(C=C1)C=1C=CC=3N(C2=CC=CC=C2C3C1)C1=CC=CC=C1